CN1CCN(CC1)CCCOC1=C(C=C2C(C(=CNC2=C1)C#N)=O)OC 7-(4-methylpiperazine-1-yl)propoxy-6-methoxy-4-oxo-1,4-dihydro-3-quinolinecarbonitrile